3-((tert-butoxycarbonyl)amino)-8-((triisopropylsilyl)Ethynyl)naphthalene C(C)(C)(C)OC(=O)NC=1C=CC2=C(C=CC=C2C1)C#C[Si](C(C)C)(C(C)C)C(C)C